4,4'-((5-(4,6-diphenylpyridin-2-yl)-1,3-phenylene)bis(9H-carbazole-9,3-diyl))diisophthalonitrile C1(=CC=CC=C1)C1=CC(=NC(=C1)C1=CC=CC=C1)C=1C=C(C=C(C1)N1C2=CC=CC=C2C=2C=C(C=CC12)C1=C(C=C(C#N)C=C1)C#N)N1C2=CC=CC=C2C=2C=C(C=CC12)C1=C(C=C(C#N)C=C1)C#N